FCC1=CC=C(C#N)C=C1 4-(Fluoromethyl)benzonitrile